1-(2-bromo-3-hydroxy-5-methoxymethylphenyl)-3-(5-chlorofuran-2-yl)-(2E)-2-propen-1-one BrC1=C(C=C(C=C1O)COC)C(\C=C\C=1OC(=CC1)Cl)=O